ethyl L-prolinate N1[C@@H](CCC1)C(=O)OCC